3-(3-mercaptopropoxy)-2,2-bis[(3-mercaptopropoxy)methyl]-1-propanol SCCCOCC(CO)(COCCCS)COCCCS